N-(6-(benzylthio)pyridazin-3-yl)-4-(methylsulfonyl)morpholine-3-carboxamide C(C1=CC=CC=C1)SC1=CC=C(N=N1)NC(=O)C1N(CCOC1)S(=O)(=O)C